O=C1OC2=C(N1)C=C(C=C2)C2=NN=C(O2)C=2C=CC(=C(C#N)C2)NC(C)C 5-[5-(2-oxo-2,3-dihydro-1,3-benzoxazol-5-yl)-1,3,4-oxadiazol-2-yl]-2-[(propan-2-yl)amino]benzonitrile